2-(4-(((3S,4R)-4-(4-fluorophenyl)piperidin-3-yl)methoxy)phenoxy)-N,N-dimethylethan-1-amine hydrochloride Cl.FC1=CC=C(C=C1)[C@H]1[C@@H](CNCC1)COC1=CC=C(OCCN(C)C)C=C1